acetyl-alpha-D-galactopyranosyl bromide C(C)(=O)[C@]1([C@H](O)[C@@H](O)[C@@H](O)[C@H](O1)CO)Br